(3,5-dichloro-4-fluorophenyl)boronic acid ClC=1C=C(C=C(C1F)Cl)B(O)O